OC1[C@H](CC=CCCCC)[C@H](OC(C1)O)C=CC(CCCCC)O 9,11,15-trihydroxythromboxane-5,13-diene